Dibenzyl 2-[{3-[3-(decyloxy)phenyl]propanoyl} (3-hydroxypropyl)amino]ethyl phosphate P(=O)(OCC1=CC=CC=C1)(OCC1=CC=CC=C1)OCCN(CCCO)C(CCC1=CC(=CC=C1)OCCCCCCCCCC)=O